C(C(=C)C)(=O)O.CCC[Si](OC)(OC)OC gamma-propyl-trimethoxysilane methacrylate